3-(5-(4-((dimethylamino)methyl)pyridin-2-yl)-6-methyl-1-oxoisoindolin-2-yl)piperidine CN(C)CC1=CC(=NC=C1)C=1C=C2CN(C(C2=CC1C)=O)C1CNCCC1